(1S,2R)-2-({3-[4-({[(1S,2R)-1-Ammonio-2,3-dihydro-1H-inden-2-yl]oxy}methyl)phenyl]prop-2-yn-1-yl}oxy)-2,3-dihydro-1H-inden [NH3+][C@@H]1[C@@H](CC2=CC=CC=C12)OCC1=CC=C(C=C1)C#CCOC1CC2=CC=CC=C2C1